P(=O)(O)(O)CC(C(=O)O)CCC(=O)O 2-(Phosphonomethyl)-pentanedioic Acid